N1(CCOCC1)C1=CC(C2=C(O1)C(=CC=C2)C2=CC=CC=C2)=O 2-(4-Morpholinyl)-8-phenyl-4H-4-benzopyran-4-one